(S)-1-(3-(4-decylphenyl)-1,2,4-oxadiazol-5-yl)propan-2-amine 2,2,2-trifluoroacetate FC(C(=O)O)(F)F.C(CCCCCCCCC)C1=CC=C(C=C1)C1=NOC(=N1)C[C@H](C)N